ClC=1N(C=CN1)CC1=CC=C(C=C1)C1=CSC(=C1C)CC(C)C 3-(4-((2-chloro-1H-imidazol-1-yl)methyl)phenyl)-5-isobutyl-4-methylthiophene